C(C)(C)(C)P(C=1[C-](C=CC1)[C@@H](C)P(C1=C(C=CC=C1)C)C1=C(C=CC=C1)C)C(C)(C)C.[CH-]1C=CC=C1.[Fe+2] (R)-1-[(S)-2-(di-tert-butylphosphino)ferrocenyl]ethyl-di-o-tolylphosphine